NC1=NN2C(N=CC=C2)=C1C(=O)N[C@@H](C)C=1N(C(C2=C(C(=CC=C2C1)F)C#CC=1C=NN(C1[2H])C)=O)C1=CC=CC=C1 (S)-2-amino-N-(1-(7-fluoro-8-((1-methyl-1H-pyrazol-4-yl-5-d)ethynyl)-1-oxo-2-phenyl-1,2-dihydroisoquinolin-3-yl)ethyl)pyrazolo[1,5-a]pyrimidine-3-carboxamide